(2,3-dimethylbut-2-yl)borane CC(C)(C(C)C)B